(-)-N-(2-(methylamino)-2-phenylethyl)isoindoline hydrochloride Cl.CNC(CN1CC2=CC=CC=C2C1)C1=CC=CC=C1